C(C)N1C2=CC=CC=C2C=2C(C(C(CC12)C)CN1C(=CC=C1)C)=O 9-ethyl-2-methyl-3-((2-methyl-1H-pyrrol-1-yl)methyl)-1,2,3,9-tetrahydro-4H-carbazol-4-one